3,3-dimethyl-3,4-dihydro-2H-spiro[acridine-9,1'-benzo[e]indole]-1,2'(3'H,10H)-dione CC1(CC(C2=C(C1)NC1=CC=CC=C1C21C(NC=2C=CC3=C(C12)C=CC=C3)=O)=O)C